ClC=1C(=CC2=C([C@@H](C[C@@H](O2)C(=O)NC23CC(C2)(C3)N3N=CC(=C3)OCCOC(F)(F)F)O)C1)Cl (2R,4R)-6,7-dichloro-4-hydroxy-N-(3-{4-[2-(trifluoromethoxy)ethoxy]-1H-pyrazol-1-yl}bicyclo[1.1.1]pentan-1-yl)-3,4-dihydro-2H-1-benzopyran-2-carboxamide